C(C1=CC=CC=C1)OC([C@H](CCC(O)=C1C(OC(OC1=O)(C)C)=O)NC(=O)OCC)=O.O=C(COC1=CC=C(C=C1)S(=O)(=O)N)C1=CC=CC=C1 4-(2-oxo-2-phenylethoxy)benzenesulfonamide (S)-benzyl-5-(2,2-dimethyl-4,6-dioxo-1,3-dioxan-5-ylidene)-2-((ethoxycarbonyl)amino)-5-hydroxypentanoate